(E)-ethyl-4-(3-bromo-4-(3-(2-chloropyridin-4-yl)acryloyloxy)phenyl)-6-methyl-2-thioxo-1,2,3,4-tetrahydropyrimidine-5-carboxylate C(C)OC(=O)C=1C(NC(NC1C)=S)C1=CC(=C(C=C1)OC(\C=C\C1=CC(=NC=C1)Cl)=O)Br